6-(4-(10-chloroanthracen-9-yl)phenyl)-2-phenylpyrimidine ClC1=C2C=CC=CC2=C(C2=CC=CC=C12)C1=CC=C(C=C1)C1=CC=NC(=N1)C1=CC=CC=C1